1-butyl-2-[7-(1-butyl-1H-benzo[cd]indol-2-ylidene)-hepta-1,3,5-trienyl]-benzo[cd]indolium hexafluorophosphate F[P-](F)(F)(F)(F)F.C(CCC)[N+]1=C(C2=C3C(C=CC=C13)=CC=C2)C=CC=CC=CC=C2N(C1=CC=CC=3C1=C2C=CC3)CCCC